C(CCC\C=C\CCCCCCCC)CC(=O)O.BrC1=C(C=C(C=C1)OCOC)C#CC1CCOCC1 4-((2-bromo-5-(methoxymethoxy)phenyl)ethynyl)tetrahydro-2H-pyran (E)-5-Tetradecenyl-acetate